COC1=CC=C(C=C1)CC#N 4-Methoxyphenylacetonitril